4-(3-bromo-6-(N-(1-methylcyclopropyl)sulfamoyl)imidazo[1,2-a]pyridin-8-yl)-N,N-dimethylpiperazine-1-carboxamide BrC1=CN=C2N1C=C(C=C2N2CCN(CC2)C(=O)N(C)C)S(NC2(CC2)C)(=O)=O